4-(2-Trimethylsilylethynyl)benzaldehyde C[Si](C#CC1=CC=C(C=O)C=C1)(C)C